CN(C)C1=CC=C(C(=O)OCCCCCC(C)C)C=C1 isooctyl p-N,N-dimethylaminobenzoate